N-allyloxycarbonyl-1,6-hexanediamine hydrochloride Cl.C(C=C)OC(=O)NCCCCCCN